2-propionyl-3-(methylamino)-N-phenylbut-2-enylthioamide C(CC)(=O)C(CS[NH-])=C(CC1=CC=CC=C1)NC